(3,4-dihydroxyphenyl)acetonitrile OC=1C=C(C=CC1O)CC#N